C(C)(C)C=1N(C=C(C1C(=O)NC=1C=C(C=CC1C(F)(F)F)CC(=O)O)C)CCCC1=CC=CC=C1 [3-({[2-isopropyl-4-methyl-1-(3-phenylpropyl)-1H-pyrrole-3-yl]carbonyl}amino)-4-(trifluoromethyl)phenyl]Acetic acid